C(C1=CC=CC=C1)OC([C@H](C(C)C)N(C(=O)[C@@H]1[C@H](N(CCC1)C(=O)OC(C)(C)C)COS(=O)(=O)C1=CC=C(C)C=C1)C)=O tert-butyl (2S,3S)-3-(((S)-1-(benzyloxy)-3-methyl-1-oxobutan-2-yl)(methyl)carbamoyl)-2-((tosyloxy)methyl)piperidine-1-carboxylate